C(CCC)OCCC=1C(=C(C(=NC1)Cl)Cl)Cl Butoxyethyl-Trichloropyridine